trimethylolpropanetriol acrylate C(C=C)(=O)OC(CC(CO)(CO)CO)(O)O